Cl.N[C@H](CO)C1=CC(=CC(=C1)C)F (S)-2-amino-2-(3-fluoro-5-methylphenyl)ethanol hydrochloride